C(C1=CC=CC=C1)(=O)N1C(=O)NC(=O)C(C1=O)C=1NC2=CC=CC=C2C1 N-benzoyl-indolylbarbituric acid